C1NCCCC12CCC(CC2)N2N=C(C=1CN(CCC12)C(C)=O)N1CCCC2=CC(=C(C=C12)C(F)F)C=1C=NN(C1)C 1-[1-(2-azaspiro[5.5]undecan-9-yl)-3-[7-(difluoromethyl)-6-(1-methylpyrazol-4-yl)-3,4-dihydro-2H-quinolin-1-yl]-6,7-dihydro-4H-pyrazolo[4,3-c]pyridin-5-yl]ethanone